C1(=CC=CC=C1)CC(C(=O)O)C(=O)O phenylmethylmalonic acid